3-[7,7-dimethyl-5H,6H-pyrrolo[3,4-b]pyridin-2-yl]-5,6-difluoro-1H-indazole CC1(NCC=2C1=NC(=CC2)C2=NNC1=CC(=C(C=C21)F)F)C